3-(4-(ethylsulfonamido)-3-((4-fluorobenzyl)oxy)phenyl)5-(pyridin-3-ylamino)-1H-pyrazole-4-carboxamide C(C)S(=O)(=O)NC1=C(C=C(C=C1)C1=NNC(=C1C(=O)N)NC=1C=NC=CC1)OCC1=CC=C(C=C1)F